2-(dimethylamino)-N-hydroxy-2-oxo-ethylimidocarbonyl chloride CN(C(CC(=NO)Cl)=O)C